ClC=1C(=CC2=C(NC(=N2)NC=2C=C(C(=O)NO)C=CC2)C1)F 3-((6-chloro-5-fluoro-1H-benzo[d]imidazol-2-yl)amino)-N-hydroxybenzamide